7-((S)-1-methoxypropan-2-yl)-2-((1-(methyl-d3)-3-(((S)-tetrahydrofuran-3-yl)oxy)-1H-pyrazol-4-yl)amino)-7H-pyrrolo[2,3-d]pyrimidine-6-carbonitrile COC[C@H](C)N1C(=CC2=C1N=C(N=C2)NC=2C(=NN(C2)C([2H])([2H])[2H])O[C@@H]2COCC2)C#N